6-(5,6-dihydro-4H-pyrrolo[1,2-b]pyrazol-3-yl)-2-fluoro-N-(2-(4-(pyrimidin-2-yl)piperazin-1-yl)pyrimidin-5-yl)nicotinamide N=1N2C(=C(C1)C1=NC(=C(C(=O)NC=3C=NC(=NC3)N3CCN(CC3)C3=NC=CC=N3)C=C1)F)CCC2